C1(CCCCC1)NC(=O)C=1C(=NN(C1)C)NC1=CC=C(C=C1)OC1=CC=NC2=CC(=C(C=C12)OC)OC N-cyclohexyl-3-((4-((6,7-dimethoxyquinolin-4-yl)oxy)phenyl)amino)-1-methyl-1H-pyrazole-4-carboxamide